FC(C1CO1)(F)F Trifluoro-1,2-epoxypropane